C(C)(C)(C)P(C=1C(C=CC1)[Fe](C1C(=CC=C1)P(C(C)(C)C)C(C)(C)C)(Cl)Cl)C(C)(C)C.[Pd+2] palladium (II) bis(2-(di-tert-butylphosphino)cyclopent-2,4-dien-1-yl)iron dichloride